BrC1=CC=C2C3(CC=4C(=NOC4C2=C1)C(=O)OCC)CC3 ethyl 8'-bromo-4'H-spiro[cyclopropane-1,5'-naphtho[2,1-d]isoxazole]-3'-carboxylate